tert-butyl (4S)-4-amino-3,3-difluoro-pyrrolidine-1-carboxylate N[C@@H]1C(CN(C1)C(=O)OC(C)(C)C)(F)F